N-(4-chlorophenyl)-5-((4-methoxybenzyl)(methyl)amino)-7-(1H-pyrazol-4-yl)pyrazolo[1,5-a]pyrimidine-2-carboxamide ClC1=CC=C(C=C1)NC(=O)C1=NN2C(N=C(C=C2C=2C=NNC2)N(C)CC2=CC=C(C=C2)OC)=C1